CN1CCN(CCN2CCN(CCN(CCN(CC1)CCN(CCN(CC2)C)C)CC2=CC=C(C=C2)[B-](F)(F)F)C)CC2=CC=C(C=C2)[B-](F)(F)F.C(CCC)[N+](CCCC)(CCCC)CCCC.C(CCC)[N+](CCCC)(CCCC)CCCC Tetrabutylammonium (((7,16,21,24-tetramethyl-1,4,7,10,13,16,21,24-octaazabicyclo[8.8.8]hexacosane-4,13-diyl)bis(methylene))bis(4,1-phenylene))bis(tri-fluoroborate)